thioctic acid sodium salt C1CSSC1CCCCC(=O)[O-].[Na+]